NCCN1N=C2N(C(N(CC2=C1)C1CCN(CC1)C1=C(C=CC=C1C)F)=O)CC1=C(C=CC=C1)C(F)(F)F 2-(2-Amino-ethyl)-5-[1-(2-fluoro-6-methyl-phenyl)-piperidin-4-yl]-7-(2-trifluoromethyl-benzyl)-2,4,5,7-tetrahydro-pyrazolo[3,4-d]pyrimidin-6-on